4-bromo-2-(oxetan-3-yl)-2H-indazole BrC=1C2=CN(N=C2C=CC1)C1COC1